pentaerythritol [β-(3,5-di-tert-butyl-4-hydroxyphenyl) propionate] C(C)(C)(C)C=1C=C(C=C(C1O)C(C)(C)C)CCC(=O)OCC(CO)(CO)CO